1-(Isoindolin-5-ylmethyl)-2-thiocarbonyl-1,2,3,5-tetrahydro-4H-pyrrolo[3,2-d]pyrimidin-4-one C1NCC2=CC(=CC=C12)CN1C(NC(C2=C1C=CN2)=O)=C=S